C(C1=CC=CC=C1)N1CCN(CCCN(CC1)CC=1C(=C(C=C(C1)C)CNC(CO)O)O)CC=1C(=C(C=C(C1)C)CNC(CO)O)O 1,1'-{(4-benzyl-1,4,7-triazecane-1,7-diyl)bis[methylene(2-hydroxy-5-methyl-3,1-phenylene)methyleneazanediyl]}di(ethane-1,2-diol)